BrC1=C(C=C(C=C1)C#C[Si](C)(C)C)C(F)(F)F {[4-bromo-3-(trifluoromethyl)phenyl]ethynyl}(trimethyl)silane